ClC=1C=CC(=C(OC(CCN(C(OC(C)(C)C)=O)C)C2=CC=3N(C=C2)C=CN3)C1)C#N tert-butyl (3-(5-chloro-2-cyanophenoxy)-3-(imidazo[1,2-a]pyridin-7-yl) propyl)(methyl)carbamate